O=C1NC(CCC1C1=NN(C2=CC(=CC=C12)NC1CCN(C2(CCC2)C1)C(=O)OC(C)(C)C)C)=O tert-Butyl 8-[[3-(2,6-dioxo-3-piperidyl)-1-methyl-indazol-6-yl]amino]-5-azaspiro[3.5]nonane-5-carboxylate